C(C1=CC=CC=C1)(=O)NC(=O)[C@@H]1CC12CCN(CC2)C(=O)OC(C(F)(F)F)C(F)(F)F |o1:11| 1,1,1,3,3,3-hexafluoro-propan-2-yl (R or S)-1-(benzoylcarbamoyl)-6-azaspiro[2.5]-octane-6-carboxylate